5-((2S,4R)-1,4-dimethylpyrrolidine-2-carboxamido)-2-methylpyridin CN1[C@@H](C[C@H](C1)C)C(=O)NC=1C=CC(=NC1)C